(2-bromo-3-methyl-phenoxy)propionic acid BrC1=C(OC(C(=O)O)C)C=CC=C1C